C1CCC2=C(C=3CCCC3C=C12)NC(=O)N=[S@@](=O)(N(C)C)C=1SC=C(C1)C(C)(C)O (R)-N'-((1,2,3,5,6,7-hexahydro-s-indacen-4-yl)-carbamoyl)-4-(2-hydroxy-propan-2-yl)-N,N-dimeth-ylthiophene-2-sulfonimidamide